2-oxabicyclo[3.2.2]nonane C12OCCC(CC1)CC2